FC1(CN(C[C@H]1NC1=NN2C(C(=N1)OC)=C(C(=C2)F)C=2C=C(C1=C(N(C=N1)CCF)C2)F)C(C)=O)F (R)-1-(3,3-difluoro-4-((6-fluoro-5-(4-fluoro-1-(2-fluoroethyl)-1H-benzo[d]imidazol-6-yl)-4-methoxypyrrolo[2,1-f][1,2,4]triazin-2-yl)amino)pyrrolidin-1-yl)ethan-1-one